Dimethyl(3-(10-(3',4',5'-triphenyl-[1,1':2',1''-terphenyl]-3-yl)anthracen-9-yl)phenyl)phosphine oxide CP(C1=CC(=CC=C1)C=1C2=CC=CC=C2C(=C2C=CC=CC12)C=1C=C(C=CC1)C=1C(=C(C(=C(C1)C1=CC=CC=C1)C1=CC=CC=C1)C1=CC=CC=C1)C1=CC=CC=C1)(C)=O